tert-butyl (2S,3S)-2-(hydroxymethyl)-3-methylmorpholine-4-carboxylate OC[C@@H]1[C@@H](N(CCO1)C(=O)OC(C)(C)C)C